n-propyl (3,3-difluoropropyl) carbonate C(OCCC)(OCCC(F)F)=O